C[Si](CCOCN1N=NC2=C1C=CC(=C2)C=O)(C)C 1-((2-(trimethylsilyl)ethoxy)methyl)-1H-benzo[d][1,2,3]triazole-5-carbaldehyde